1-(3-Fluoro-5-methoxy-pyridin-4-yl)-7-methoxy-3-methyl-8-(3-fluoro-1-methyl-1H-pyrazol-4-yl)-1,3-dihydroimidazo-[4,5-c]quinolin-2-one FC=1C=NC=C(C1N1C(N(C=2C=NC=3C=C(C(=CC3C21)C=2C(=NN(C2)C)F)OC)C)=O)OC